N-acetyl-S-((4-methoxyphenyl)thio)-L-cysteine C(C)(=O)N[C@@H](CSSC1=CC=C(C=C1)OC)C(=O)O